Isopropyl ((R)-(((2R,3S,5R)-5-(6-amino-2-fluoro-9H-purin-9-yl)-2-ethynyl-3-hydroxytetrahydrofuran-2-yl) methoxy)(phenoxy)phosphoryl)-L-alaninate NC1=C2N=CN(C2=NC(=N1)F)[C@H]1C[C@@H]([C@@](O1)(C#C)CO[P@@](=O)(OC1=CC=CC=C1)N[C@@H](C)C(=O)OC(C)C)O